tert-butyl ((1S,4R,5S,8S)-2-benzyl-8-fluoro-2-azabicyclo[3.2.1]octan-4-yl)carbamate C(C1=CC=CC=C1)N1[C@H]2CC[C@@H]([C@H](C1)NC(OC(C)(C)C)=O)[C@@H]2F